3-Fluoro-4-(7-fluoro-1H-pyrrolo[3,2-c]pyridin-4-yl)-N-(cis-4-hydroxycyclohexyl)benzamide FC=1C=C(C(=O)N[C@@H]2CC[C@@H](CC2)O)C=CC1C1=NC=C(C2=C1C=CN2)F